C(=O)O.C(C)OC1=NC(=NC=C1C(=O)NC=1N=CC=2N(C1)C=C(N2)C)NC2CCNCC2 4-ethoxy-N-(2-methylimidazo[1,2-a]pyrazin-6-yl)-2-(piperidin-4-ylamino)pyrimidine-5-carboxamide formate